ClC1=C(C=C(C(=C1)F)C1=NC=NC2=CC(=CC=C12)N1CCOCC1)C(O)C=1N=NC(=CC1OC)Cl [2-Chloro-4-fluoro-5-(7-morpholin-4-yl-quinazolin-4-yl)phenyl]-(6-chloro-4-methoxy-pyridazin-3-yl)methanol